1,3,5-tris(3,5-di-tert-butyl-4-hydroxybenzyl)-1,3,5-Triazine-2,4,6(1H,3H,5H)-trione C(C)(C)(C)C=1C=C(CN2C(N(C(N(C2=O)CC2=CC(=C(C(=C2)C(C)(C)C)O)C(C)(C)C)=O)CC2=CC(=C(C(=C2)C(C)(C)C)O)C(C)(C)C)=O)C=C(C1O)C(C)(C)C